FC1=CC(=C(C=C1)NC(OC(C)(C)C)=O)C=O TERT-BUTYL 4-FLUORO-2-FORMYLPHENYLCARBAMATE